4-AMINO-3,4-DIMETHYL-PENTANOIC ACID NC(C(CC(=O)O)C)(C)C